O=C1NC(CCC1N1C(C2=CC(=C(C(=C2C1=O)F)N1C(C(N(C(C1([2H])[2H])([2H])[2H])CC1CCN(CC1)C1=CC=C(C=C1)C(=C(CC)C1=CC=CC=C1)C1=CC=C(C=C1)O)([2H])[2H])([2H])[2H])F)=O)=O 2-(2,6-dioxopiperidin-3-yl)-4,6-difluoro-5-(4-((1-(4-(1-(4-hydroxyphenyl)-2-Phenylbut-1-en-1-yl)phenyl)piperidin-4-yl)methyl)piperazin-1-yl-2,2,3,3,5,5,6,6-d8)isoindoline-1,3-dione